(1R,5S,6r)-6-(bromomethyl)-3-oxabicyclo[3.1.0]hexane BrCC1[C@H]2COC[C@@H]12